4-oxo-butyryl-(4-ethyl)piperazin-amine O=CCCC(=O)C1N(CCN(C1)CC)N